N-[5-Bromo-4-methyl-2-[(2S)-2-morpholinylmethoxy]-phenyl]-N'-(5-methyl-2-pyrazinyl)urea BrC=1C(=CC(=C(C1)NC(=O)NC1=NC=C(N=C1)C)OC[C@@H]1CNCCO1)C